(S)-2-bromo-4-methyl-1-(oxetan-2-ylmethyl)-1H-imidazole-5-carbaldehyde BrC=1N(C(=C(N1)C)C=O)C[C@H]1OCC1